2-oxo-1,2,5,6,7,8-hexahydro-1,6-naphthyridine-6-carboxylic acid cyclohexyl ester C1(CCCCC1)OC(=O)N1CC=2C=CC(NC2CC1)=O